1-(4-amino-2-hydroxyphenyl)ethanone NC1=CC(=C(C=C1)C(C)=O)O